N1(C=NC2=C1C=CC=C2)C[C@@H]2CC[C@H](CC2)C(=O)N2OCC[C@H]2C2=CC(=CC(=C2)F)F trans-(4-((1H-benzo[d]imidazol-1-yl)methyl)cyclohexyl)((S)-3-(3,5-difluorophenyl)isoxazolidin-2-yl)methanone